C(#C)C1=C2C(=CC(=CC2=CC=C1F)O)C1=C(C=2N=C(N=C(C2C=N1)N(C[C@H]1NCCCC1)C)N1CCOCC1)F (S)-5-ethynyl-6-fluoro-4-(8-fluoro-4-(methyl(piperidin-2-ylmethyl)amino)-2-morpholinopyrido[4,3-d]pyrimidin-7-yl)naphthalen-2-ol